FC1=C(C=C(CC2=NNC(C3=CC=CC=C23)=O)C=C1)C(=O)N1CC(C1)N[C@@H]1CNCC1 (S)-4-(4-fluoro-3-(3-(pyrrolidin-3-ylamino)azetidine-1-carbonyl)benzyl)phthalazin-1(2H)-one